O(C1=CC=CC=C1)C1=CC=C(C=C1)[C@H](CCC=C)N (S)-1-(4-phenoxyphenyl)pent-4-en-1-amine